6-(3-ethyl-5-(6-methylpyridin-2-yl)-4H-1,2,4-triazol-4-yl)imidazo[1,2-a]pyridine-3-carboxamide C(C)C1=NN=C(N1C=1C=CC=2N(C1)C(=CN2)C(=O)N)C2=NC(=CC=C2)C